C(C)N1NC=C[C@@H]1N1C(=CC=C1)C1=C(C=CC(=C1)F)CCNC1CC1 ethyl-(R)-5-(2-(2-(2-(cyclopropylamino)ethyl)-5-fluorophenyl)pyrrol-1-yl)pyrazoline